(R)-6-bromo-2-chloro-N-(1-(3-nitro-5-trifluoromethylphenyl)ethyl)quinazolin-4-amine BrC=1C=C2C(=NC(=NC2=CC1)Cl)N[C@H](C)C1=CC(=CC(=C1)C(F)(F)F)[N+](=O)[O-]